N-(2,4-difluoro-3-(5-(m-tolyl)-1H-pyrrolo[2,3-b]pyridine-3-carbonyl)phenyl)propane-1-sulfonamide FC1=C(C=CC(=C1C(=O)C1=CNC2=NC=C(C=C21)C=2C=C(C=CC2)C)F)NS(=O)(=O)CCC